S1C(=CC=C1)C(C(=O)[O-])O 2-(2-thienyl)-hydroxyacetate